5-nitro-2-propylbenzo[d]oxazole [N+](=O)([O-])C=1C=CC2=C(N=C(O2)CCC)C1